CC(CCCCBr)(N)C 1,1-dimethyl-5-bromopentanamine